[(R)-3-(3-chloro-2-tolyl)-3-pyrrolidinyl](3-methyl-7-quinolyl)amine ClC=1C(=C(C=CC1)C)[C@]1(CNCC1)NC1=CC=C2C=C(C=NC2=C1)C